2-(1-propionylindolin-5-yl)-1-((2-(trimethylsilyl)ethoxy)methyl)-1H-imidazole-4-carboxylic Acid C(CC)(=O)N1CCC2=CC(=CC=C12)C=1N(C=C(N1)C(=O)O)COCC[Si](C)(C)C